BrC1=C(C2=C(NC(N2C)=O)C=C1)Cl 5-bromo-4-chloro-3-methyl-1H-benzimidazol-2-one